N-[tris(hydroxymethyl)methyl]2-aminoethane sulfate S(=O)(=O)(O)O.OCC(NCC)(CO)CO